C(C)(C)(C)OC(=O)N1C2CN(C(C1)C2)C=2C=NC(=C(C2)Cl)CN 5-[6-(aminomethyl)-5-chloropyridin-3-yl]-2,5-diazabicyclo[2.2.1]Heptane-2-carboxylic acid tert-butyl ester